2-methoxy-5-((trimethylsilyl)ethynyl)Pyrazine COC1=NC=C(N=C1)C#C[Si](C)(C)C